((1s,3s)-3-(hydroxymethyl)cyclobutyl)carbamic acid tert-butyl ester C(C)(C)(C)OC(NC1CC(C1)CO)=O